N-(4-(pyridazin-4-yloxy)pyridin-2-yl)-3-(pyridin-4-ylamino)benzamide N1=NC=C(C=C1)OC1=CC(=NC=C1)NC(C1=CC(=CC=C1)NC1=CC=NC=C1)=O